1-(6-chloropyridazin-4-yl)-1,5,6,7-tetrahydro-4H-pyrazolo[4,3-c]pyridin-4-one ClC1=CC(=CN=N1)N1N=CC=2C(NCCC21)=O